1-(hydroxymethyl)-N-[(4-methoxyphenyl)methyl]indane-1-carboxamide OCC1(CCC2=CC=CC=C12)C(=O)NCC1=CC=C(C=C1)OC